pentaerythritol tetrakis(3-mercaptoacrylate) SC=CC(=O)OCC(COC(C=CS)=O)(COC(C=CS)=O)COC(C=CS)=O